BrC1=C(C=C2C(=CC(NC2=C1)=O)Cl)Cl 7-Bromo-4,6-dichloroquinolin-2(1H)-one